C(CCCCC)C1OC(C(O1)=O)C 2-hexyl-5-methyl-1,3-dioxolan-4-one